3-[2-[4-(3-chloro-2-fluoro-anilino)-6-nitro-quinazolin-7-yl]ethynyl]-3-fluoro-pyrrolidine-1-carboxylic acid tert-butyl ester C(C)(C)(C)OC(=O)N1CC(CC1)(F)C#CC1=C(C=C2C(=NC=NC2=C1)NC1=C(C(=CC=C1)Cl)F)[N+](=O)[O-]